C1(CC1)C1=CC(=CC(=N1)C(=O)NC1=CC(=CC=C1)C1(COC1)CC1=NN=CN1C)CN1C[C@@H](C(CC1)(F)F)C 6-cyclopropyl-4-{[(3S)-4,4-difluoro-3-methylpiperidin-1-yl]methyl}-N-(3-{3-[(4-methyl-1,2,4-triazol-3-yl)methyl]oxetan-3-yl}phenyl)pyridine-2-carboxamide